3-(5-bromo-7-(difluoro-methoxy)-1-oxoisoindolin-2-yl)piperidine-2,6-dione BrC=1C=C2CN(C(C2=C(C1)OC(F)F)=O)C1C(NC(CC1)=O)=O